4-(3-acetyl-2-methyl-5-(4-(methylsulfonyl)butyl)-1H-pyrrol-1-yl)benzonitrile C(C)(=O)C1=C(N(C(=C1)CCCCS(=O)(=O)C)C1=CC=C(C#N)C=C1)C